[2-(pyrrolidin-3-yl)ethyl]6α-hydroxymethyl-7α-hydroxyandrostan-17-one N1CC(CC1)CCC[C@@]12C(CC[C@H]1[C@@H]1[C@@H]([C@@H](C3CCCC[C@]3(C)[C@H]1CC2)CO)O)=O